4-(2-cyano-7-((5-methoxy-7-methyl-1H-indol-4-yl)methyl)-7-azaspiro[3.5]nonan-6-yl)-N-(pyrimidin-2-ylmethyl)benzamide C(#N)C1CC2(C1)CC(N(CC2)CC2=C1C=CNC1=C(C=C2OC)C)C2=CC=C(C(=O)NCC1=NC=CC=N1)C=C2